tert-butyl-3-(1-methoxycarbonylcyclopropyl)-4-(methylsulfonyl)piperazine-1-carboxylic acid methyl ester COC(=O)N1C(C(N(CC1)S(=O)(=O)C)C1(CC1)C(=O)OC)C(C)(C)C